[C@@H]1(CC=CCC1)C(=O)O[C@@H]1[C@@H]2OC[C@H](CC13CC1=CC=CC=C1C3)O2 (1S,4S,5R)-1',3'-Dihydro-6,8-dioxaspiro[bicyclo[3.2.1]octane-3,2'-inden]-4-yl (R)-cyclohex-3-ene-1-carboxylate